N[C@@H]1CN(CC[C@H]1F)C=1N(C2=C(C=NC=C2)N1)CC1=CC=C(C#N)C=C1 4-((2-((3R,4R)-3-Amino-4-fluoropiperidin-1-yl)-1H-imidazo[4,5-c]pyridin-1-yl)methyl)benzonitril